iron-silicon boron [B].[Si].[Fe]